O1CCC(CC1)CN1N=CC=2C1=NC=CN2 ((tetrahydro-2H-pyran-4-yl)methyl)-1H-pyrazolo[3,4-b]pyrazin